C1=CC=C(C=C1)P(CCOCCP(C2=CC=CC=C2)C3=CC=CC=C3)C4=CC=CC=C4 bis(2-diphenylphosphino)ethyl ether